ethyl 4-(N-(3-(1-((1s,3s)-adamantan-1-ylmethyl)-5-methyl-1H-pyrazol-4-yl)-6-(methyl (5-methyl-6-(thiazolo[5,4-b]pyridin-2-ylamino)pyridazin-3-yl)amino)picolinoyl)sulfamoyl)butanoate C12(CC3CC(CC(C1)C3)C2)CN2N=CC(=C2C)C=2C(=NC(=CC2)N(C=2N=NC(=C(C2)C)NC=2SC3=NC=CC=C3N2)C)C(=O)NS(=O)(=O)CCCC(=O)OCC